NC1=NC=C(C2=C1C(=NN2C(C)C)C2=CC(=C(C=C2)NS(=O)(=O)C2=C(C=CC=C2)Cl)F)C2=CCC(CC2)NC(COC)C N-(4-(4-amino-1-isopropyl-7-(4-((1-methoxypropane-2-yl)amino)cyclohex-1-en-1-yl)-1H-pyrazolo[4,3-c]pyridin-3-yl)-2-fluorophenyl)-2-chlorobenzenesulfonamide